FC=1C(=C(C=CC1F)[C@H]1[C@@H](OC(C1)(C)COC)C(=O)O)OC |r| rac-(2r,3s)-3-(3,4-difluoro-2-methoxyphenyl)-5-(methoxymethyl)-5-methyltetrahydrofuran-2-carboxylic acid